4-(6-(4-(4-(piperazin-1-yl)piperidine-1-carbonyl)phenyl)imidazo[1,2-a]pyridin-3-yl)benzonitrile N1(CCNCC1)C1CCN(CC1)C(=O)C1=CC=C(C=C1)C=1C=CC=2N(C1)C(=CN2)C2=CC=C(C#N)C=C2